2-fluoro-N-((R,E)-4-(methylsulfonyl)but-3-en-2-yl)benzamide FC1=C(C(=O)N[C@H](C)\C=C\S(=O)(=O)C)C=CC=C1